C[Sn](C#CC1=CC=CC=C1)(C)C trimethyl-(phenylethynyl)tin